FC1(CC1)CNC1=NC(N(C2=CC(=CC=C12)C(F)(F)F)C1=CC=CC=C1)=O 4-(((1-fluorocyclopropyl)methyl)amino)-1-phenyl-7-(trifluoromethyl)quinazolin-2(1H)-one